7-chloro-N-(6-cyclopropyl-5-fluoro-2-methoxy-3-pyridinyl)imidazo[1,2-a]pyridine-3-sulfonamide ClC1=CC=2N(C=C1)C(=CN2)S(=O)(=O)NC=2C(=NC(=C(C2)F)C2CC2)OC